C(C)(C)OC(=O)N1[C@H]([C@H](CCC1)NS(=O)(=O)C)CC1=CC(=CC=C1)I Cis-2-(3-iodobenzyl)-3-((methylsulfonyl)amino)piperidine-1-carboxylic acid isopropyl ester